1-((1s,3s)-3-(4-hydroxy-3,3-dimethylpyrrolidin-1-yl)cyclobutyl)-1'-(oxetan-3-yl)spiro[indolin-3,4'-piperidin]-2-one OC1C(CN(C1)C1CC(C1)N1C(C2(CCN(CC2)C2COC2)C2=CC=CC=C12)=O)(C)C